mono-hexadecyl-carboxylate C(CCCCCCCCCCCCCCC)OC=O